4-(2,5-Difluorophenoxy)-1-methoxy-2-nitrobenzene FC1=C(OC2=CC(=C(C=C2)OC)[N+](=O)[O-])C=C(C=C1)F